6,11-diphenyl-tetracene C1(=CC=CC=C1)C1=C2C=C3C=CC=CC3=CC2=C(C2=CC=CC=C12)C1=CC=CC=C1